C(C1=CC=CC=C1)OC=1C=C2C=CC(=C(C2=CC1)OC1=CC=C(OCCN(CCCCCN(C(OC(C)(C)C)=O)C)CC)C=C1)C1=CC=C(C=C1)S(=O)(=O)C tert-butyl (5-((2-(4-((6-(benzyloxy)-2-(4-(methylsulfonyl)phenyl)naphthalen-1-yl)oxy)phenoxy)ethyl)(ethyl)amino)pentyl)(methyl)carbamate